(4-chlorophenyl)methyl N-{4-[(3-methyl-1,2,4-oxadiazol-5-yl)methyl]phenyl}carbamate CC1=NOC(=N1)CC1=CC=C(C=C1)NC(OCC1=CC=C(C=C1)Cl)=O